(S)-6-(1-amino-1,3-dihydrospiro[indene-2,4'-piperidin]-1-yl)-3-(2,3-dichlorophenyl)-1H-pyrazolo[3,4-d]pyrimidine-4-carboxamide N[C@@]1(C2=CC=CC=C2CC12CCNCC2)C2=NC(=C1C(=N2)NN=C1C1=C(C(=CC=C1)Cl)Cl)C(=O)N